4,4-dimethylcyclohexyl ((4-nitrophenoxy)(phenoxy)phosphoryl)-L-alaninate [N+](=O)([O-])C1=CC=C(OP(=O)(OC2=CC=CC=C2)N[C@@H](C)C(=O)OC2CCC(CC2)(C)C)C=C1